4-(1H-pyrrol-1-yl)benzoic acid N1(C=CC=C1)C1=CC=C(C(=O)O)C=C1